propyl 2-(propoxysulfonyl)-acetate C(CC)OS(=O)(=O)CC(=O)OCCC